[C@@H]1(NC[C@@H]2[C@@H]3C=C[C@H]([C@H]12)C3)C(=O)O (1S,3aR,4S,7R,7aS)-2,3,3a,4,7,7a-hexahydro-1H-4,7-methanoisoindole-1-carboxylic acid